2-(3,4-dichlorophenyl)-2-diazoacetic acid methyl ester COC(C(=[N+]=[N-])C1=CC(=C(C=C1)Cl)Cl)=O